3-tetrahydrothiophenyl-2,3-dihydrothiophen S1C(CCC1)C1CSC=C1